C(C)(=O)N1[C@H]([C@@H]([C@H](C2=CC(=CC=C12)C(=O)OCC)NC1=NC(=NC=C1)C)C)C1CC1 (2S,3R,4R)-ethyl 1-acetyl-2-cyclopropyl-3-methyl-4-((2-methylpyrimidin-4-yl)amino)-1,2,3,4-tetrahydroquinoline-6-carboxylate